5-(3,5-dimethyl-4-(4-methylpiperazin-1-yl)phenyl)-3-(4-(N-cyclopropyl-S-methylsulphonimidoyl)phenyl)-1H-pyrrolo[2,3-b]pyridine CC=1C=C(C=C(C1N1CCN(CC1)C)C)C=1C=C2C(=NC1)NC=C2C2=CC=C(C=C2)S(=O)(=NC2CC2)C